N-((5-bromo-4-methylpyridin-2-yl)methyl)-1-(2-(p-tolyl)-2H-pyrazolo[3,4-d]pyrimidin-4-yl)piperidine-3-carboxamide BrC=1C(=CC(=NC1)CNC(=O)C1CN(CCC1)C=1C=2C(N=CN1)=NN(C2)C2=CC=C(C=C2)C)C